N-[(1S)-1-(4-bromophenyl)-2,2,2-trifluoroethyl]-4,4-difluoro-N-methylcyclohexane-1-carboxamide BrC1=CC=C(C=C1)[C@@H](C(F)(F)F)N(C(=O)C1CCC(CC1)(F)F)C